CC1=CC=CC(=N1)C=1C=C(C=2OCCNC2N1)C1=CN=CC2=CC=CC=C12 4-[6-(6-methylpyridin-2-yl)-2H,3H,4H-pyrido[3,2-b][1,4]oxazin-8-yl]isoquinoline